[C@@H]1([C@H](CCC1)N)N cis-cyclopentane-1,2-diamine